(R)-1-((8-(3'-(7-cyano-5-((3-hydroxypyrrolidin-1-yl)methyl)benzo[d]oxazol-2-yl)-2,2'-dimethyl-biphenyl-3-ylamino)-1,7-naphthyridin-3-yl)methyl)piperidine-4-carboxylic acid C(#N)C1=CC(=CC=2N=C(OC21)C=2C(=C(C=CC2)C2=C(C(=CC=C2)NC=2N=CC=C1C=C(C=NC21)CN2CCC(CC2)C(=O)O)C)C)CN2C[C@@H](CC2)O